3-(4-chloro-3-fluorophenyl)-1-ethyl-1H-pyrrolo[2,3-b]pyridine-6-carboxylic acid ClC1=C(C=C(C=C1)C1=CN(C2=NC(=CC=C21)C(=O)O)CC)F